COC1=C(C=CC=C1)C=1N(C(=C(N1)C1=CC=CC=C1)C1=CC=CC=C1)N1C(=NC(=C1C1=CC=CC=C1)C1=CC=CC=C1)C1=C(C=CC=C1)OC 2,2'-bis(2-methoxyphenyl)-4,4',5,5'-tetraphenyl-1,1'-biimidazole